C(C)(=O)O[C@@H]1C=C(C[C@H]([C@@H]1OC(C)=O)OC(C)=O)C(=O)O (3R,4S,5R)-3,4,5-Triacetoxycyclohex-1-en-1-carboxylic acid